6-(2-Hydroxy-6-methoxybenzylamino)-9-β-D-arabinofuranosylpurin OC1=C(CNC2=C3N=CN(C3=NC=N2)[C@H]2[C@@H](O)[C@H](O)[C@H](O2)CO)C(=CC=C1)OC